fluoro ether FOF